1'-(2,4-dichlorobenzoyl)-2-oxo-spiro[indoline-3,4'-piperidine]-5-carboxylic acid ClC1=C(C(=O)N2CCC3(CC2)C(NC2=CC=C(C=C23)C(=O)O)=O)C=CC(=C1)Cl